(1-cyanomethyl)cyclohexane-1-carbonitrile C(#N)CC1(CCCCC1)C#N